BrC1=CC=C(C2=NON=C21)Br 4,7-dibromo-2,1,3-benzooxadiazole